C(=C)(C)COCl monochloro isopropenyl-methyl ether